tert-butyl peroxyisobutyrate (tert-butyl peroxyisobutoxybutyrate) C(C)(C)(C)OOC(C(=O)O)(CC)OCC(C)C.C(C(C)C)(=O)OOC(C)(C)C